BrC=1C=NC=C(C1C)C 3-bromo-4,5-lutidine